zinc tert-butoxide CC(C)(C)[O-].[Zn+2].CC(C)(C)[O-]